ClC1=C2C=C(N(C2=CC(=C1Cl)OCCN(C)C)C)C(=O)N[C@@]1(COCC1)C1=CC=C(C(=O)O)C=C1 |r| (±)-4-(3-{4,5-dichloro-6-[2-(dimethylamino)ethoxy]-1-methyl-1H-indole-2-amido}oxolan-3-yl)benzoic acid